(((3-oxobutanoyl)oxy)methyl)propane O=C(CC(=O)OCCCC)C